C(C)(C)(C)OC(=O)N1CC2(CC(C2)OCC(=O)OCC)CC1 2-(2-ethoxy-2-oxoethoxy)-6-azaspiro[3.4]octane-6-carboxylic acid tert-butyl ester